C(C1=CC=CC=C1)N1C(OC(C1)=C)=O 3-benzyl-5-methyleneoxazolidin-2-one